t-N-butyl-ammonium fluoride [F-].C(CCC)[NH3+]